5-(tert-butoxycarbonyl)aminopyridine C(C)(C)(C)OC(=O)NC=1C=CC=NC1